C(C)(=O)N1CCC(CC1)C1=NN(C=2C=CC=C(C12)C1=C(C=C2C=NN(C2=C1)C)F)CC(=O)N(C)CC(=O)OCC ethyl 2-{2-[3-(1-acetylpiperidin-4-yl)-5'-fluoro-1'-methyl-[4,6'-biindazol]-1-yl]-N-methylacetamido}acetate